O=C1NC(NC12CCNCC2)=O dioxo-1,3,8-triazaspiro[4.5]decane